2-(4-hydroxy-piperidin-1-yl)-7-azaspiro[3.5]nonane-7-carboxylic acid tert-butyl ester C(C)(C)(C)OC(=O)N1CCC2(CC(C2)N2CCC(CC2)O)CC1